N-[2-[[4-(3-bromophenyl)thiazol-2-yl]amino]-2-oxo-ethyl]-1-methanesulfonyl-pyrrole-3-carboxamide BrC=1C=C(C=CC1)C=1N=C(SC1)NC(CNC(=O)C1=CN(C=C1)S(=O)(=O)C)=O